4-((2,6-Difluorophenyl)ethynyl)-N-methylisoquinolin-1-amine FC1=C(C(=CC=C1)F)C#CC1=CN=C(C2=CC=CC=C12)NC